N1-(4-(6-Bromoimidazo[1,2-a]pyridin-3-yl)-5-chloropyrimidin-2-yl)cyclohexane-1,4-diamine BrC=1C=CC=2N(C1)C(=CN2)C2=NC(=NC=C2Cl)NC2CCC(CC2)N